CN(C)CC(CCCCCCCCCC\C=C/CCCCCCCC(=O)OCC)CCCCCCCCC ethyl (9Z)-21-[(dimethylamino)methyl]triacont-9-enoate